(1s,4r)-4-(((6-(3-chloro-4-(2-chloro-3-(5-((isopropylamino)methyl)-6-methoxypyridin-2-yl)phenyl)pyridin-2-yl)-8-methoxy-[1,2,4]triazolo[1,5-a]pyridin-2-yl)methyl)amino)cyclohexan ClC=1C(=NC=CC1C1=C(C(=CC=C1)C1=NC(=C(C=C1)CNC(C)C)OC)Cl)C=1C=C(C=2N(C1)N=C(N2)CNC2CCCCC2)OC